N'-(tert-butyldimethylsilyl)-N-(3-((3-cyclopropyl-1-(2-fluoro-4-iodophenyl)-6,8-dimethyl-2,4,7-trioxo-1,2,3,4,7,8-hexahydropyrido[2,3-d]pyrimidin-5-yl)oxy)phenyl)methanesulfonimidamide [Si](C)(C)(C(C)(C)C)N=S(=O)(NC1=CC(=CC=C1)OC1=C(C(N(C=2N(C(N(C(C21)=O)C2CC2)=O)C2=C(C=C(C=C2)I)F)C)=O)C)C